C(C1=CC=CC=C1)(=O)N(CCNC(=O)C1=CC=C(C=C1)N(C(=O)C12CC2C1)C)CCNC(OC\C=C\C=1C=CC(=C(C(=O)OC)C1)[N+](=O)[O-])=O Methyl (E)-5-(5-benzoyl-1-(4-(N-methylbicyclo[1.1.0]butane-1-carboxamido)phenyl)-1,9-dioxo-10-oxa-2,5,8-triazatridec-12-en-13-yl)-2-nitrobenzoate